C(OC1C#CCCCCC1)(OC1=CC=C(C=C1)[N+](=O)[O-])=O cycloocta-2-yn-1-yl (4-nitrophenyl) carbonate